6-[[(2R,3R,4R,5S)-5-acetamido-3,4-dihydroxy-tetrahydropyran-2-yl]methoxy]-N-prop-2-ynyl-4-(trifluoromethyl)pyridine-2-carboxamide C(C)(=O)N[C@@H]1[C@H]([C@H]([C@H](OC1)COC1=CC(=CC(=N1)C(=O)NCC#C)C(F)(F)F)O)O